CN1C(=NC=C1)C(C)(O)C1=CC(=CC=C1)C=1N=C(SC1)C1=CN(C2=NC=CC=C21)S(=O)(=O)C2=CC=CC=C2 1-(1-Methyl-1H-imidazol-2-yl)-1-(3-(2-(1-(phenylsulfonyl)-1H-pyrrolo[2,3-b]pyridin-3-yl)thiazol-4-yl)phenyl)ethanol